(1R,3R)-3-(3-(6-(((R)-4,4-difluoro-3-methylpiperidin-1-yl)methyl)-1-oxo-4-(trifluoromethyl)isoindolin-2-yl)phenyl)-3-((4-methyl-4H-1,2,4-triazol-3-yl)methyl)cyclobutane-1-carbonitrile FC1([C@@H](CN(CC1)CC1=CC(=C2CN(C(C2=C1)=O)C=1C=C(C=CC1)C1(CC(C1)C#N)CC1=NN=CN1C)C(F)(F)F)C)F